C(C1=CC=CC=C1)SC1=C(C=CC=C1OC)OCC 2-(benzylsulfanyl)-1-ethoxy-3-methoxybenzene